C(C)(C)(C)OC(=O)N1C(CC2(CC1)OCCC1=C2C=C(S1)C(F)(F)F)C 2'-methyl-2-(trifluoromethyl)spiro[6,7-dihydrothieno[3,2-C]pyran-4,4'-piperidine]-1'-carboxylic acid tert-butyl ester